COCC(=O)COC METHOXYMETHYLKETONE